N-(2-mercaptoethyl)acetamide SCCNC(C)=O